methyl (S)-2-((4-(6-((4-cyano-2-fluorobenzyl)oxy)pyridin-2-yl)piperidin-1-yl)methyl)-3-(oxetan-2-ylmethyl)-7,8-dihydro-3H-[1,4]dioxino[2',3':3,4]benzo[1,2-d]imidazole-5-carboxylate C(#N)C1=CC(=C(COC2=CC=CC(=N2)C2CCN(CC2)CC2=NC3=C(N2C[C@H]2OCC2)C=C(C2=C3OCCO2)C(=O)OC)C=C1)F